FC(C=1C(=C(C=CC1F)[C@@H]1[C@@H](O[C@]([C@H]1C)(C(F)(F)F)C)C(=O)NC1=CC(=NC=C1)C(=O)N)OC)F (2R,3R,4S,5R)-4-[[3-[3-(difluoromethyl)-4-fluoro-2-methoxy-phenyl]-4,5-dimethyl-5-(trifluoromethyl)tetrahydrofuran-2-carbonyl]amino]pyridine-2-carboxamide